C(CCC)(=O)C1C(C2=CC=C(C=C2C1=O)C(=O)C=1C=C2C(C(C(C2=CC1)=O)C(CCC)=O)=O)=O 2-butanoyl-5-(2-butanoyl-1,3-dioxo-2,3-dihydro-1H-indene-5-carbonyl)-2,3-dihydro-1H-indene-1,3-dione